6-({5-[(2S)-2-phenylpyrrolidine-2-carbonyl]-2H,4H,5H,6H-pyrrolo[3,4-c]pyrazol-2-yl}sulfonyl)-1,3-benzothiazole C1(=CC=CC=C1)[C@]1(NCCC1)C(=O)N1CC2=NN(C=C2C1)S(=O)(=O)C1=CC2=C(N=CS2)C=C1